N-((2-(Benzyloxy)pyridin-4-yl)methyl)-2-(3-fluorophenyl)acetamide C(C1=CC=CC=C1)OC1=NC=CC(=C1)CNC(CC1=CC(=CC=C1)F)=O